N-(4-hydroxy-3-quinolyl)butanamide OC1=C(C=NC2=CC=CC=C12)NC(CCC)=O